1-(2',6'-dimethylphenyl)thiourea CC1=C(C(=CC=C1)C)NC(=S)N